FC=1C(=C2C=CNC2=CC1)C(=O)N1CC=2C(CC1)=C(N(N2)C)C2=CC=CC=C2 (5-fluoro-1H-indol-4-yl)(2-methyl-3-phenyl-2,4,5,7-tetrahydro-6H-pyrazolo[3,4-c]pyridin-6-yl)methanone